C(C)C=1N=C(SC1)[C@H](CC1=CC=C(C=C1)NS(O)(=O)=O)NC(CCC1=CC=CC=C1)=O (S)-4-(2-(4-Ethylthiazol-2-yl)-2-(3-phenylpropanamido)ethyl)phenylsulfamic acid